C1(CCC1)C(=O)N1CC=2N=CN=C(C2CC1)OC1=C(C=C(C=C1)NC(=O)C=1C(N(C(N(C1)C(C)C)=O)C1=CC=C(C=C1)F)=O)F N-(4-((7-(cyclobutanecarbonyl)-5,6,7,8-tetrahydropyrido[3,4-d]pyrimidin-4-yl)oxy)-3-fluorophenyl)-3-(4-fluorophenyl)-1-isopropyl-2,4-dioxo-1,2,3,4-tetrahydropyrimidine-5-carboxamide